N-(3-(3-(methylthio)phenoxy)-2,3-dihydro-1H-inden-5-yl)acrylamide CSC=1C=C(OC2CCC3=CC=C(C=C23)NC(C=C)=O)C=CC1